3-(2-(4-(4-(tert-butyl)phenyl)piperazin-1-yl)-2-oxoethyl)-5-chloro-1H-indole-2-carboxylic acid C(C)(C)(C)C1=CC=C(C=C1)N1CCN(CC1)C(CC1=C(NC2=CC=C(C=C12)Cl)C(=O)O)=O